NC=1C(=C(C=CC1)C(C)=O)C 1-(3-amino-2-methyl-phenyl)ethanone